C(C)(C)(C)OC(=O)N1[C@H](CN([C@@H](C1)C)C(C(C)C)=O)C1=CC(=CC=C1)Cl.ClC=1C=C(C=CC1)C1NC[C@H](N(C1)C(C(C)C)=O)C 1-((2R)-5-(3-chlorophenyl)-2-methylpiperazin-1-yl)-2-methylpropan-1-one tert-Butyl-(2S,5R)-2-(3-chlorophenyl)-5-methyl-4-(2-methylpropanoyl)piperazine-1-carboxylate